CC1(OB(OC1(C)C)C=1C=C2C=NC(=NC2=CC1)NC(C(C)(C)C)=O)[CH2+] (4,5,5-trimethyl-2-(2-pivalamidoquinazolin-6-yl)-1,3,2-dioxaborolan-4-yl)methylium